2,3-dibromo-propionitrile BrC(C#N)CBr